O-(m-tolyl)hydroxylamine C1(=CC(=CC=C1)ON)C